4-piperazine-1-ylpiperidine-1-carboxylic acid tert-butyl ester C(C)(C)(C)OC(=O)N1CCC(CC1)N1CCNCC1